CC1=C(C(=O)P(CC(CC(C)(C)C)C)(C(C2=C(C=CC=C2C)C)=O)=O)C(=CC=C1)C bis(2,6-dimethyl-benzoyl)-(2,4,4-trimethyl-pentyl)phosphine oxide